3-dodecen-1-aldehyde C(CC=CCCCCCCCC)=O